C1(CC1)C=1C(=NC(=CC1)C)OCC(C(=O)NC1CCN(CC1)C)(C)C 3-((3-cyclopropyl-6-methylpyridin-2-yl)oxy)-2,2-dimethyl-N-(1-methylpiperidin-4-yl)propanamide